N-cyclopropyl-6-methyl-5-(4-((3-methyl-2,4-dioxo-1,2,3,4-tetrahydrothieno[3,2-d]pyrimidin-6-yl)methyl)piperazin-1-yl)picolinamide C1(CC1)NC(C1=NC(=C(C=C1)N1CCN(CC1)CC1=CC=2NC(N(C(C2S1)=O)C)=O)C)=O